[Ru].[N].[N].P.P diphosphine dinitrogen ruthenium